6-[3-(1-benzoxycyclopropyl)-1,2,4-triazol-1-yl]-2-azaspiro[3.3]heptane-2-carboxylic acid tert-butyl ester C(C)(C)(C)OC(=O)N1CC2(C1)CC(C2)N2N=C(N=C2)C2(CC2)OCC2=CC=CC=C2